C1(CCCC1)OC=1CCC1OC1CCCC1 3,4-bis(cyclopentyloxy)cyclobut-3-ene